C(C)(C)NS(=O)(=O)C(C(C(C(C(C(C(C(F)(F)F)(F)F)(F)F)(F)F)(F)F)(F)F)(F)F)(F)F N-iso-propyl-perfluorooctanesulfonamide